COC(=O)C1=C(NC(=C(C1C=1C2=C(SC1)C=CC(=C2)Cl)C(=O)OC)C2CCCCC2)C2CCCCC2 4-(5-Chlorobenzo[b]thiophen-3-yl)-2,6-dicyclohexyl-1,4-dihydropyridine-3,5-dicarboxylic acid dimethyl ester